6-amino-9-[(4-fluorophenyl)methyl]-2-sulfanyl-7H-purin-8-one NC1=C2NC(N(C2=NC(=N1)S)CC1=CC=C(C=C1)F)=O